divinyl-tetra-methyldisiloxane C(=C)[Si](O[Si](C)(C)C)(C)C=C